(S)-2-(3-(6-((4,4-difluoropiperidin-3-yl)amino)pyridin-2-yl)imidazo[1,2-a]-pyridin-6-yl)propan-2-ol FC1([C@H](CNCC1)NC1=CC=CC(=N1)C1=CN=C2N1C=C(C=C2)C(C)(C)O)F